1-(4-(3-(3-chloro-4-fluorophenyl)-1,2,4-oxadiazol-5-yl)piperidin-1-yl)-2-(1-methyl-1H-1,2,4-triazol-5-yl)ethan-1-one ClC=1C=C(C=CC1F)C1=NOC(=N1)C1CCN(CC1)C(CC1=NC=NN1C)=O